OC1=CC2=C(C(/C(/O2)=C/C2=CN(C3=CC=CC=C23)C)=O)C=C1 (2Z)-6-hydroxy-2-[(1-methyl-1H-indol-3-yl)methylene]-1-benzofuran-3(2H)-one